C(C)(C)(C)C1=CC=C(C=C(C#N)C#N)C=C1 2-(4-(tert-butyl)benzylidene)malononitrile